4-(1H-1,2,4-triazol-3-yl)-2-(trifluoromethyl)pyridine N1N=C(N=C1)C1=CC(=NC=C1)C(F)(F)F